F[C@@H]1C[C@@]2(CCCN2C1)COC=1N=C(C2=C(N1)C(=C(N=C2)C2=CC(=CC1=CC=C(C(=C21)C#C)F)O)F)N2CC(CCC2)C#N 1-(2-{[(2r,7as)-2-fluoro-hexahydro-1H-pyrrolizin-7a-yl]methoxy}-7-(8-ethynyl-7-fluoro-3-hydroxynaphthalen-1-yl)-8-fluoropyrido[4,3-d]pyrimidin-4-yl)piperidine-3-carbonitrile